C=1N=CN2C1C1=CC=CC=C1[C@H]2[C@H]2[C@@H](C=1N(CC2)C=CN1)O (7S,8S)-7-((R)-5H-imidazo[5,1-a]isoindol-5-yl)-5,6,7,8-tetrahydroimidazo[1,2-a]pyridin-8-ol